NC1=C(C=C(O)C(=C1)N)O 4,6-Diaminoresorcinol